2-methylsulfanyl-4-((2-oxoethyl)carbamoyl)pyrimidine-5-carboxylic acid ethyl ester C(C)OC(=O)C=1C(=NC(=NC1)SC)C(NCC=O)=O